Methyl-d3 carbonochloridate C(OC([2H])([2H])[2H])(=O)Cl